N1=NC(=CC2=C1C1=C(SCC2)C=CC=C1)N1N=C(N=C1N)NC1=CC(=C(C=C1)N1CC2=CC=CC=C2C1)F 1-(6,7-dihydro-5H-benzo[2,3]thiepino[4,5-c]pyridazin-3-yl)-N3-(3-fluoro-4-(isoindolin-2-yl)phenyl)-1H-1,2,4-triazole-3,5-diamine